N-[(1R)-1-[3-(difluoromethyl)-2-fluoro-phenyl]ethyl]-6-(1,1-dioxo-3,6-dihydro-2H-thiopyran-4-yl)-8-methoxy-pyrido[3,4-d]pyrimidin-4-amine FC(C=1C(=C(C=CC1)[C@@H](C)NC=1C2=C(N=CN1)C(=NC(=C2)C=2CCS(CC2)(=O)=O)OC)F)F